t-butyl (3aR,5r,6aS)-5-hydroxyhexahydrocyclopenta[c]pyrrole-2(1H)-carboxylate OC1C[C@@H]2[C@@H](CN(C2)C(=O)OC(C)(C)C)C1